N-(4-(2-fluorophenyl)-2-(oxetan-3-ylmethyl)pyridin-3-yl)-2-isopropylpyrimidine-5-carboxamide FC1=C(C=CC=C1)C1=C(C(=NC=C1)CC1COC1)NC(=O)C=1C=NC(=NC1)C(C)C